ClC1=CC=C(C=C1)C=1N=CN(C1C1=CC=NC=C1)CC(=O)N1CCOC2(CN(C2)C(=O)OC(C)(C)C)C1 Tert-butyl 8-[2-[4-(4-chlorophenyl)-5-(4-pyridyl) imidazol-1-yl] acetyl]-5-oxa-2,8-diazaspiro[3.5]nonane-2-carboxylate